BrC1=C(N=C(S1)C1=CC=CC=C1)C1=C(C=CC(=N1)/C(/N)=N/OCC)S(NC)(=O)=O (Z)-6-(5-bromo-2-phenylthiazol-4-yl)-N'-ethoxy-5-(N-methylsulfamoyl)picolinimidamide